methyl (1r,3r)-1-(2,6-difluoro-4-((1-(3-fluoropropyl) azetidin-3-ylidene) methyl) phenyl)-2-(2,2-difluoropropyl)-3-methyl-2,3,4,9-tetrahydro-1H-pyrido[3,4-b]indole-7-carboxylate FC1=C(C(=CC(=C1)C=C1CN(C1)CCCF)F)[C@H]1N([C@@H](CC2=C1NC1=CC(=CC=C21)C(=O)OC)C)CC(C)(F)F